trans-1-(6-((2,3-difluorophenyl)amino)pyrimidin-4-yl)-4-(3,4-dihydroisoquinolin-2(1H)-yl)piperidin-3-ol FC1=C(C=CC=C1F)NC1=CC(=NC=N1)N1C[C@H]([C@@H](CC1)N1CC2=CC=CC=C2CC1)O